C(NC1=CC=CC=C1)NC1=CC=CC=C1 methylenebis(phenylamine)